BrC=1SC(=CN1)C(=O)NC1=C2C(=NN(C2=CC=C1Br)C1OCCCC1)C 2-bromo-N-(5-bromo-3-methyl-1-tetrahydropyran-2-yl-indazol-4-yl)thiazole-5-carboxamide